ClCCCOC1=C(CNC(=O)[C@H]2N(C[C@@H](C2)O)C([C@H](C(C)(C)C)NC(=O)C2(CC2)F)=O)C=CC(=C1)C1=C(N=CS1)C (2S,4r)-N-(2-(3-chloropropoxy)-4-(4-methylthiazol-5-yl)benzyl)-1-((S)-2-(1-fluorocyclopropane-1-carboxamido)-3,3-dimethylbutyryl)-4-hydroxypyrrolidine-2-carboxamide